(S)-N-(3-(4-(2-amino-6-methylpyrimidin-4-yl)-1,4-oxazepan-3-yl)-4-chlorophenyl)methanesulfonamide NC1=NC(=CC(=N1)N1[C@H](COCCC1)C=1C=C(C=CC1Cl)NS(=O)(=O)C)C